C1(=CC=CC=C1)C1CC(=NO1)C=1N=C(SC1)C1CCN(CC1)CC 1-(4-(4-(5-phenyl-4,5-dihydroisoxazol-3-yl)thiazole-2-yl)piperidine-1-yl)-ethane